CN(CCOCCNC(=O)C1=CC2=C(N(C(=N2)NC=2SC3=C(N2)C=CC(=C3)OC(F)(F)F)C)C=C1)C 1-Methyl-2-(6-trifluoromethoxy-benzothiazol-2-ylamino)-1H-benzoimidazole-5-carboxylic acid [2-(2-dimethylamino-ethoxy)-ethyl]-amide